NC1=NC=CC(=C1Cl)SC=1N=CC(=NC1NC)N1CCC2(CC1)[C@@H](C=1C(=NC=CC1)C2)N (S)-1'-(5-((2-amino-3-chloropyridin-4-yl)thio)-6-(methyl-amino)pyrazin-2-yl)-5,7-dihydrospiro[cyclopenta[b]pyridine-6,4'-piperidin]-5-amine